3-furaldehyde O1C=C(C=C1)C=O